O1C2=C(NCC1)C(=CC=C2)CO (3,4-dihydro-2H-benzo[b][1,4]oxazin-5-yl)methanol